isobutylamine hydrogen fluoride salt F.C(C(C)C)N